((1S,3r)-3-(2-(1-((S)-2-(1,3,4-oxadiazol-2-yl)-5-oxa-2-azaspiro[3.4]oct-7-yl)piperidin-4-yl)-4-fluorophenoxy)cyclobutyl)methanol O1C(=NN=C1)N1CC2(C1)OC[C@H](C2)N2CCC(CC2)C2=C(OC1CC(C1)CO)C=CC(=C2)F